NC1=C(C=C(C=N1)C1=CC=C(C=C1)O)OCC1=C(C=CC=C1Cl)Cl 4-[6-amino-5-(2,6-dichloro-benzyloxy)-pyridin-3-yl]-phenol